5-[3,5-bis(trifluoromethyl)phenyl]-3-(2-ethylsulfanylphenyl)triazol-4-amine FC(C=1C=C(C=C(C1)C(F)(F)F)C1=C(N(N=N1)C1=C(C=CC=C1)SCC)N)(F)F